FC1=CC=C(C=C1)C(=O)N1[C@@H](C=2N(CC1)C(=NC2C2=CC=C(C=C2)OC)C2=NC(=NS2)C)C (R)-(4-fluorophenyl)(1-(4-methoxyphenyl)-8-methyl-3-(3-Methyl-1,2,4-thiadiazol-5-yl)-5,6-dihydroimidazo[1,5-a]pyrazin-7(8H)-yl)methanone